C(#N)[C@H]1N(CSC1)C(CNC(=O)C1=CC=NC2=CC=C(C=C12)N1CC(C1)(C)CC(F)F)=O (R)-N-(2-(4-Cyanothiazolidin-3-yl)-2-oxoethyl)-6-(3-(2,2-difluoroethyl)-3-methyl-azetidin-1-yl)quinoline-4-carboxamide